C(CCC)OC1=CC=C(C=C1)CCC[C@@H](C(=O)O)N1CCN(CCN(CCN(CC1)CC(=O)O)CC(=O)O)CC(=O)O (2S)-5-(4-butoxyphenyl)-2-[4,7,10-tris(carboxymethyl)-1,4,7,10-tetraazacyclododecan-1-yl]pentanoic acid